C(=O)N(CCCN)O 3-(N-formylhydroxylamino)propylamine